1,8-naphthalenesultone C1=CC2=C3C(=C1)OS(=O)(=O)C3=CC=C2